NC=1C(=NC(=CC1)Br)C(=O)O 3-Amino-6-bromopicolinic acid